(S)-6-(5-(1,2,3-Thiadiazol-5-yl)-1H-imidazol-2-yl)-2-(3-chloro-2-fluoro-6-(1H-tetrazol-1-yl)phenyl)-8-methyl-7,8-dihydropyrrolo[1,2-a]pyrimidin-4(6H)-one S1N=NC=C1C1=CN=C(N1)[C@@H]1CC(C=2N1C(C=C(N2)C2=C(C(=CC=C2N2N=NN=C2)Cl)F)=O)C